3-bromo-N-((5-(1-isopropyl-4-(trifluoromethyl)-1H-imidazol-2-yl)thiophen-2-yl)methyl)-1H-1,2,4-triazol-5-amine BrC1=NNC(=N1)NCC=1SC(=CC1)C=1N(C=C(N1)C(F)(F)F)C(C)C